C(C)(C)(C)[S@@](=O)N=C1C2=CC(=CC=C2CC12CCN(CC2)C(=O)OC(C)(C)C)C2CC2 tert-butyl (R)-1-((tert-butylsulfinyl)imino)-6-cyclopropyl-1,3-dihydrospiro[indene-2,4'-piperidine]-1'-carboxylate